Propenyl thiocarbamate C(N)(OC=CC)=S